Cl.C1(=CC=CC=C1)COC(N)=O carbamic acid phenylmethyl ester hydrochloride